CC(CCCC\C=C/CCCCCC)O (Z)-7-tetradecen-2-ol